C(#N)C=1C=C(C2=C(N(C(=N2)NC(CC(C)(C([2H])([2H])[2H])C([2H])([2H])[2H])=O)C2(CCC2)C)C1)F N-(6-cyano-4-fluoro-1-(1-methylcyclobutyl)-1H-benzo[d]imidazol-2-yl)-3,3-bis(methyl-d3)butanamide